S1N=C(C2=C1C=CC=C2)N2CCN(CC2)S(=NS(=O)(=O)C2=CC=C(C=C2)[N+](=O)[O-])(=NC(C)(CC(C)(C)C)C)C2=CC=C(C=C2)F N-((4-(Benzo[d]isothiazol-3-yl)piperazin-1-yl)(4-fluorophenyl)((2,4,4-trimethylpentan-2-yl)imino)-λ6-sulfaneylidene)-4-nitrobenzenesulfonamide